tert-butyl ((3-((1-(2-methoxyethyl)-1H-pyrazol-4-yl)methyl)-2,4-dioxo-1,2,3,4-tetrahydrothieno[2,3-d]pyrimidin-6-yl)sulfonyl)(1-methylcyclopropyl)carbamate COCCN1N=CC(=C1)CN1C(NC2=C(C1=O)C=C(S2)S(=O)(=O)N(C(OC(C)(C)C)=O)C2(CC2)C)=O